N1(C=NC=C1)C[C@]1(C[C@]2(CNC3=NC=C(C(=C32)Cl)C=3C(=C(C(=O)N(C)C)C(=CC3)N)F)CC1)O 3-((1R,3S)-3-((1H-Imidazol-1-yl)methyl)-4'-chloro-3-hydroxy-1',2'-dihydrospiro[cyclopentane-1,3'-pyrrolo[2,3-b]pyridin]-5'-yl)-6-amino-2-fluoro-N,N-dimethylbenzamide